CN([C@@H](C(C)C)C(=O)OC)C(=O)N1C[C@@H](N(CC1)C(=O)C1[N@](C1)C(C1=CC=CC=C1)(C1=CC=CC=C1)C1=CC=CC=C1)C methyl N-methyl-N-((S)-3-methyl-4-((S)-1-tritylaziridine-2-carbonyl)piperazine-1-carbonyl)-L-valinate